ClC=1C(=NC=C(C1)Cl)N1N=C(C=C1C(=O)Cl)Br 1-(3,5-dichloro-2-pyridinyl)-3-bromo-1H-pyrazole-5-carboxylic acid chloride